methyl 2-[(6-chloropyridin-2-yl)(hydroxy)methyl]prop-2-enoate ClC1=CC=CC(=N1)C(C(C(=O)OC)=C)O